N1CCC(CC1)CN1C(OCCCC1)=O 3-(piperidin-4-ylmethyl)-1,3-oxazepan-2-one